3-[3-(22,28-Difluoro-12-oxo-24-oxa-3,11,19,30-tetrazapentacyclo-[23.3.1.12,5.015,23.016,20]triaconta-1(29),2,4,15,17,20,22,25,27-nonaen-6-yl)phenyl]-propanoic acid FC=1C=C2NC=CC2=C2CCC(NCCCCC(C3=CN=C(C=4C(=CC=C(OC12)C4)F)N3)C=3C=C(C=CC3)CCC(=O)O)=O